5-(2-naphthyl)-1,3-cyclohexanedione C1=C(C=CC2=CC=CC=C12)C1CC(CC(C1)=O)=O